di-n-tetradecyl 3,3'-thiodipropionate CCCCCCCCCCCCCCOC(=O)CCSCCC(=O)OCCCCCCCCCCCCCC